2-(3-methoxy-5-(1H-1,2,4-triazol-1-yl)pyridin-2-yl)-7-(2,2,6,6-tetramethyl-1,2,3,6-tetrahydropyridin-4-yl)imidazo[1,2-a]pyrimidine COC=1C(=NC=C(C1)N1N=CN=C1)C=1N=C2N(C=CC(=N2)C=2CC(NC(C2)(C)C)(C)C)C1